ClC=1C=C2C(=NC(N(C2=CC1C1=C(C=CC=C1)F)C=1N(C=CN1)C(C)C)=O)N1[C@H](CNCC1)C (S)-6-chloro-7-(2-fluorophenyl)-1-(1-isopropyl-1H-imidazol-2-yl)-4-(2-methylpiperazin-1-yl)quinazolin-2(1H)-one